(3S)-3-(4-chlorophenyl)-3-(1-(4-chlorophenyl)-7-fluoro-1-hydroxy-3-oxo-5-(tetrahydro-2H-pyran-4-carbonyl)isoindolin-2-yl)propionic acid ethyl ester C(C)OC(C[C@H](N1C(C2=C(C=C(C=C2C1=O)C(=O)C1CCOCC1)F)(O)C1=CC=C(C=C1)Cl)C1=CC=C(C=C1)Cl)=O